C1(CC1)C1=CC(=NC=2N1N=C(C2)C2=C(C=C(C=C2)N2C[C@@H](CC2)NP(=O)(C)C)F)C(=O)N2[C@@H](C1=CC=CC=C1CC2)C (1R)-2-(7-cyclopropyl-2-{4-[(3R)-3-[(dimethylphosphoryl)amino]pyrrolidin-1-yl]-2-fluorophenyl}pyrazolo[1,5-a]pyrimidine-5-carbonyl)-1-methyl-1,2,3,4-tetrahydro-isoquinoline